FC(C=1C=CC(=NC1)O[C@@H]1CN(CC1)C1=C(C=C(C=C1)C1=C(C=CC=C1)CO)CO)(F)F (S)-(4'-(3-(5-(trifluoromethyl)pyridin-2-yloxy)pyrrolidin-1-yl)biphenyl-2,3'-diyl)dimethanol